fluoro-3-methoxypyridine-2-carbonitrile FC1=C(C(=NC=C1)C#N)OC